1-imino-2-methyl-N-(4-(4-methylpiperidin-1-yl)phenyl)isoindolin-5-amine N=C1N(CC2=CC(=CC=C12)NC1=CC=C(C=C1)N1CCC(CC1)C)C